silicon-antimony-tellurium [Te].[Sb].[Si]